OC\C=C(/CCC=C(C)C)\C (Z)-nerol